FC(CCOCC(C(F)(F)F)C(F)(F)F)F 2-(difluoropropoxymethyl)-1,1,1,3,3,3-hexafluoropropane